The molecule is the organofluorine compound that is benzene with a fluoro substituent at the 1-position and two nitro substituents in the 2- and 4-positions. It has a role as an agrochemical, a protein-sequencing agent, an EC 2.7.3.2 (creatine kinase) inhibitor, an allergen, a chromatographic reagent and a spectrophotometric reagent. It is a C-nitro compound and an organofluorine compound. C1=CC(=C(C=C1[N+](=O)[O-])[N+](=O)[O-])F